rac-trans-6-(5-chloropyridin-3-yl)-4-(3,4-dimethylbenzyl)-4-azaspiro[2.4]heptane-7-carbonitrile ClC=1C=C(C=NC1)[C@@H]1CN(C2(CC2)[C@H]1C#N)CC1=CC(=C(C=C1)C)C |r|